(R)-N-(6-(3-hydroxypyrrolidin-1-yl)-2-methyl-2H-indazol-5-yl)-2-(2-methylpyridin-4-yl)oxazole-4-carboxamide O[C@H]1CN(CC1)C=1C(=CC2=CN(N=C2C1)C)NC(=O)C=1N=C(OC1)C1=CC(=NC=C1)C